5-Bromo-3-(1H-indol-6-yl)-1H-pyrazolo[3,4-b]pyridine BrC=1C=C2C(=NC1)NN=C2C2=CC=C1C=CNC1=C2